4-((5-fluoropyridin-2-yl)methoxy-d2)-1-(5-methyl-2,3,4,5-tetrahydro-1H-pyrido[4,3-b]indol-7-yl-1,1,3,3-d4)pyridin-2(1H)-one FC=1C=CC(=NC1)C(OC1=CC(N(C=C1)C=1C=CC=2C3=C(N(C2C1)C)CC(NC3([2H])[2H])([2H])[2H])=O)([2H])[2H]